C(C)(C)(C)OC(=O)N1CC2CCC(C1)N2C2=CC=C(C=C2)N 8-(4-Aminophenyl)-3,8-diazabicyclo[3.2.1]octane-3-carboxylic acid tert-butyl ester